(R)-3-(3-(4-((6-amino-2-(butylamino)-8-hydroxy-9H-purin-9-yl)methyl)phenylamino)-3-oxo-2-palmitamidopropylthio)propane-1,2-diyl dipalmitate C(CCCCCCCCCCCCCCC)(=O)OC[C@H](CSCC(C(=O)NC1=CC=C(C=C1)CN1C2=NC(=NC(=C2N=C1O)N)NCCCC)NC(CCCCCCCCCCCCCCC)=O)OC(CCCCCCCCCCCCCCC)=O